5-fluoro-2-(morpholin-2-yl)-1H-pyrrolo[2,3-b]pyridin-4-yl-(piperidine-1-carbonyl)-5-(trifluoromethoxy)aniline FC=1C(=C2C(=NC1)NC(=C2)C2CNCCO2)N(C2=CC=CC(=C2)OC(F)(F)F)C(=O)N2CCCCC2